4-(4-((1,1-dioxidotetrahydro-2H-thiopyran-4-yl)amino)-6-methoxy-7-(3-(pyrrolidin-1-yl)propoxy)quinazolin-2-yl)thiomorpholine 1,1-dioxide O=S1(CCC(CC1)NC1=NC(=NC2=CC(=C(C=C12)OC)OCCCN1CCCC1)N1CCS(CC1)(=O)=O)=O